CC(C)CCC[C@@H](C)[C@H]1CC[C@H]2[C@@H]3CC=C4C[C@H](CC[C@]4(C)[C@H]3CC[C@]12C)OCCCCCCCCO[C@H](CN(C)C)COCCCCCCCC\C=C/C\C=C/CCCCC (2R)-2-((8-[(3β)-cholest-5-en-3-yloxy]octyl)oxy)-N,N-dimethyl-3-[(9Z,12Z)-octadeca-9,12-dien-1-yloxy]propan-1-amine